2-(6-{5-chloro-2-[(oxan-4-yl)amino]pyrimidin-4-yl}-1-oxo-2,3-dihydro-1H-isoindol-2-yl)-N-[1-(2-ethyl-1,3-thiazol-4-yl)ethyl]acetamide ClC=1C(=NC(=NC1)NC1CCOCC1)C1=CC=C2CN(C(C2=C1)=O)CC(=O)NC(C)C=1N=C(SC1)CC